5-Phenyl-indole-3-acetic acid C1(=CC=CC=C1)C=1C=C2C(=CNC2=CC1)CC(=O)O